BrC1=C(C2=C(OCCN2)N=C1)OC 7-bromo-8-methoxy-2,3-dihydro-1H-pyrido[2,3-b][1,4]oxazine